3-[(2-PYRROLIDIN-1-YLETHYL)CARBAMOYL]BENZENEBORONIC ACID HYDROCHLORIDE Cl.N1(CCCC1)CCNC(=O)C=1C=C(C=CC1)B(O)O